2-(6-fluoronaphthalen-1-yl)acetic acid FC=1C=C2C=CC=C(C2=CC1)CC(=O)O